ClC1=C(C=C2C=NN(C2=C1)C1OCCCC1)N 6-chloro-1-tetrahydropyran-2-yl-indazol-5-amine